ON=C(C(=O)N)CC[C@@H]1C(NCC1)=O 2-(hydroxyimino)-4-((S)-2-oxopyrrolidin-3-yl)butanamide